NC1=C(C(=NN1CC(=O)N1C[C@@]2(CCC1)C1=C(NC(O2)=O)C=CC(=C1F)Cl)C1=CC=CC=C1)Cl (R)-1'-(2-(5-Amino-4-chloro-3-phenyl-1H-pyrazol-1-yl)acetyl)-6-chloro-5-fluorospiro[benzo[d][1,3]oxazine-4,3'-piperidin]-2(1H)-one